O=C1N=C(C2=C(N1C=1C=C(C#N)C=CC1)N=C(C=C2)C(F)(F)F)N2CCCC2 3-(2-oxo-4-(pyrrolidin-1-yl)-7-(trifluoro-methyl)pyrido[2,3-d]pyrimidin-1(2H)-yl)benzonitrile